C(C1=CC=CC=C1)OC(=O)N[C@H](CC1=CC=CC=C1)C(=O)O ((benzyloxy)carbonyl)-D-phenylalanine